C1(CC1)CN(C1=CC=CC=C1)C1=CC=C2N=CC(=NC2=C1)C=1C=NN(C1)CCO 2-[4-[7-[N-(Cyclopropylmethyl)anilino]quinoxalin-2-yl]pyrazol-1-yl]ethanol